N-(3-bromo-4-fluorophenyl)-N'-hydroxy-4-{[2-(4-sulfamoylphenyl)ethyl]sulfanyl}-1,2,5-oxadiazole-3-carboximidamide BrC=1C=C(C=CC1F)NC(=NO)C1=NON=C1SCCC1=CC=C(C=C1)S(N)(=O)=O